3-Ethyl-5-methyl-2-(acetoxymethyl)-4-(2-(difluoromethyl)-3-fluorophenyl)-6-(fluoromethyl)-1,4-dihydropyridine-3,5-dicarboxylate C(C)C1(C(NC(C(C1C1=C(C(=CC=C1)F)C(F)F)(C(=O)[O-])C)CF)COC(C)=O)C(=O)[O-]